(2R)-N-[4-(3-cyanophenyl)-5-(4-methylquinazolin-6-yl)thiazol-2-yl]-2-(1-hydroxy-1-methyl-ethyl)morpholine-4-carboxamide C(#N)C=1C=C(C=CC1)C=1N=C(SC1C=1C=C2C(=NC=NC2=CC1)C)NC(=O)N1C[C@@H](OCC1)C(C)(C)O